N1C(=NC=C1)NCCN[C@@H](C)C(=O)O (1H-imidazol-2-yl)aminoethyl-alanine